1-(4-cyclohexylphenyl)-3-(quinoxalin-6-yl)prop-2-en-1-one C1(CCCCC1)C1=CC=C(C=C1)C(C=CC=1C=C2N=CC=NC2=CC1)=O